4-[3-[(3R,9aS)-3-Hydroxy-3-[6-(trifluoromethyl)-3-pyridyl]-1,4,6,7,9,9a-hexahydropyrazino[2,1-c][1,4]oxazin-8-carbonyl]-2-chlorophenyl]-1H-pyrazol-3-carbonitril O[C@]1(CN2[C@H](CO1)CN(CC2)C(=O)C=2C(=C(C=CC2)C=2C(=NNC2)C#N)Cl)C=2C=NC(=CC2)C(F)(F)F